propyl ((S)-(((2R,3S,4R,5S)-5-(4-aminopyrrolo[2,1-f][1,2,4]triazin-7-yl)-2-cyano-3,4-dihydroxytetrahydrofuran-2-yl)methoxy)(phenoxy)phosphoryl)-L-alaninate NC1=NC=NN2C1=CC=C2[C@H]2[C@@H]([C@@H]([C@@](O2)(C#N)CO[P@](=O)(OC2=CC=CC=C2)N[C@@H](C)C(=O)OCCC)O)O